OCCCCCON1S(C2=C(C1=O)C=CC=C2)(=O)=O (5-hydroxypentyloxy)benzo[d]isothiazol-3(2H)-one 1,1-dioxide